N[C@H](C(=O)NC1=C(C=2OCCCCC2S1)C(C1=C(C=CC=C1F)F)=O)C (2S)-2-amino-N-[3-(2,6-difluorobenzoyl)-5,6,7,8-tetrahydrothieno[3,2-b]oxepin-2-yl]-propionamide